N,N-diethyl-1-((1-(pyrido[2,3-b]pyrazin-8-yl)piperidin-4-yl)methyl)piperidin-4-amine C(C)N(C1CCN(CC1)CC1CCN(CC1)C1=CC=NC2=NC=CN=C21)CC